CC1([C@H]2[C@@H]1CC1=NC(=C(C(=C12)C1=C2C=NNC2=CC=C1C)C#N)N1CC2(CN(C2)C(C=C)=O)CC1)C (4bR,5aS)-5,5-dimethyl-4-(5-methyl-1H-indazol-4-yl)-2-(2-(2-propenoyl)-2,6-diazaspiro[3.4]octan-6-yl)-4b,5,5a,6-tetrahydrocyclopropa[3,4]cyclopenta[1,2-b]pyridine-3-carbonitrile